C(C=C)N1C(C(=NC(=C1)Br)Br)=O allyl-3,5-dibromopyrazin-2(1H)-one